C1(=CC=C(C=C1)C1=NC(=NC(=N1)C1=CC=C(C=C1)C1=CC=C(C=C1)C1=NC=CC=C1)C1=CC=C(C=C1)C1=CC=C(C=C1)C1=NC=CC=C1)C1=CC=CC=C1 2-biphenyl-4-yl-4,6-bis-(4'-pyridin-2-yl-biphenyl-4-yl)-[1,3,5]Triazine